BrC1=CC=C2C=C(NC2=C1)C(=O)NCCCNC(OC(C)(C)C)=O tert-Butyl (3-(6-bromo-1H-indole-2-carboxamido)propyl)carbamate